N-[4-[2,4-Dioxo-(trifluoromethyl)-2,3,4,5-tetrahydro-1H-benzo[b][1,4]diazepin-1-yl]phenyl]benzenesulfonamide O=C1C(C(NC2=C(N1C1=CC=C(C=C1)NS(=O)(=O)C1=CC=CC=C1)C=CC=C2)=O)C(F)(F)F